C12CN(CCC2C1)C(=O)[O-] 3-azabicyclo[4.1.0]heptan-3-carboxylate